FC1=CC=C(C=C1)C1=C(N=C(N1)S(=O)(=O)C)C(=O)N 5-(4-Fluorophenyl)-2-(methylsulfonyl)-1H-imidazole-4-carboxamide